(1R,2S,3R,5R)-3-{4-Amino-5-[1-(benzenesulfonyl)pyrazol-3-yl]-2-chloropyrrolo[2,3-d]pyrimidin-7-yl}-5-[1-(cyclopropylmethyl)piperidin-4-yl]cyclopentane-1,2-diol NC=1C2=C(N=C(N1)Cl)N(C=C2C2=NN(C=C2)S(=O)(=O)C2=CC=CC=C2)[C@H]2[C@@H]([C@@H]([C@H](C2)C2CCN(CC2)CC2CC2)O)O